C(CCCCCCCCCCCCCCCCC)C(C1CC(C(CC1)(N)N)C)C1CC(C(CC1)(N)N)C octadecanyl-4,4'-methylenebis(2-methyl-cyclohexanediamine)